2-[2,6-dioxopiperidin-3-yl]-4-(piperidin-4-yloxy)isoindole-1,3-dione O=C1NC(CCC1N1C(C2=CC=CC(=C2C1=O)OC1CCNCC1)=O)=O